CC1(CCNCC1)C1=CN=C(O1)C(C)C 4-methyl-4-[2-(propan-2-yl)-1,3-oxazol-5-yl]piperidine